(S)-N2-[1-(4-fluorophenyl)ethyl]-4-methoxy-N6-(pyrazin-2-yl)pyridine-2,6-diamine FC1=CC=C(C=C1)[C@H](C)NC1=NC(=CC(=C1)OC)NC1=NC=CN=C1